COC(=O)C1=CC2=C(N(C(=N2)NC2=NC3=C(N2)C=CC=C3)C)C=C1 2-((1H-benzo[d]imidazol-2-yl)amino)-1-methyl-1H-benzo[d]imidazole-5-carboxylic acid methyl ester